N[C@H]1C2(CN3N=CC=C31)CCN(CC2)C=2N=CC(=NC2)SC2=C(C=3N(C=C2)C=C(N3)C(=O)N(C)C)Cl (S)-7-((5-(4'-amino-4'h,6'h-spiro[piperidine-4,5'-pyrrolo[1,2-b]pyrazol]-1-yl)pyrazin-2-yl)thio)-8-chloro-N,N-dimethylimidazo[1,2-a]pyridine-2-carboxamide